C[C@@H]1N(CC1)C=1N=C(C2=C(N1)CCC2)C=2C=CC(=C(C2)S(=O)(=O)N)OC(F)(F)F (S)-5-(2-(2-methylazetidin-1-yl)-6,7-dihydro-5H-cyclopenta[d]pyrimidin-4-yl)-2-(trifluoromethoxy)benzenesulfonamide